C1(=CC=CC=C1)NC(=O)[C@@H]1CC12CCN(CC2)C(=O)OC(C(F)(F)F)C(F)(F)F |r| 1,1,1,3,3,3-hexafluoro-propan-2-yl (±)-1-(phenyl-carbamoyl)-6-azaspiro[2.5]-octane-6-carboxylate